3-azabicyclo[3.1.1]Heptane-6-carboxylic acid methyl ester COC(=O)C1C2CNCC1C2